(R)-3-(2-methoxyphenyl)-1-(thiophen-2-ylmethyl)piperazine-2,5-dione COC1=C(C=CC=C1)[C@@H]1C(N(CC(N1)=O)CC=1SC=CC1)=O